D-mannosyl-uracil tert-butyl-(R)-2-(2-(3,3-difluoropyrrolidin-1-yl)-5-(ethylsulfonimidoyl)phenyl)-5-methoxy-1H-indole-1-carboxylate C(C)(C)(C)C1=C(N(C2=CC=C(C=C12)OC)C(=O)O)C1=C(C=CC(=C1)[S@@](=O)(=N)CC)N1CC(CC1)(F)F.C1([C@@H](O)[C@@H](O)[C@H](O)[C@H](O1)CO)C=1C(NC(NC1)=O)=O